2-(4-bromo-2-chloro-phenyl)-2,2-difluoro-ethylamine BrC1=CC(=C(C=C1)C(CN)(F)F)Cl